2-[1-[2-chloro-4-[[(3S)-2,6-dioxo-3-piperidyl]amino]-6-fluoro-phenyl]-4-hydroxy-4-piperidyl]acetic acid hydrochloride Cl.ClC1=C(C(=CC(=C1)N[C@@H]1C(NC(CC1)=O)=O)F)N1CCC(CC1)(O)CC(=O)O